CN1C(=NC=C1C1=CC(=C(N)C=C1)OC)C 4-(1,2-dimethyl-1H-imidazol-5-yl)-2-methoxyaniline